caprylyl butyrate C(CCC)(=O)OC(CCCCCCC)=O